C1(CCC1)C(=O)O Cyclobutylformic acid